2-((3aR,5r,6aS)-5-benzyl-5-methoxyhexa-hydrocyclopenta[c]pyrrol-2(1H)-yl)-1-(6-fluoro-5-hydroxypyridin-2-yl)ethanone C(C1=CC=CC=C1)C1(C[C@@H]2[C@@H](CN(C2)CC(=O)C2=NC(=C(C=C2)O)F)C1)OC